OC1=C(C#N)C=CC(=C1)N1N=CC=2C1=CN=C(C2)N2CCN(CC2)S(=O)(=O)C 2-Hydroxy-4-(5-(4-(methylsulfonyl)piperazin-1-yl)-1H-pyrazolo[3,4-c]pyridine-1-yl)benzonitrile